4-(Furo[3,2-c]pyridin-4-yl)-N-[1-(1-methyl-6-oxo-1,6-dihydropyridin-2-yl)piperidin-4-yl]benzamide O1C=CC=2C(=NC=CC21)C2=CC=C(C(=O)NC1CCN(CC1)C=1N(C(C=CC1)=O)C)C=C2